C(C1=CC=CC=C1)OC(=O)N[C@@H]1CC=2C=NC(=CC2OC1)N1CCN(CC1)C(=O)OC(C)(C)C tert-butyl (R)-4-(3-(((benzyloxy)carbonyl)amino)-3,4-dihydro-2H-pyrano[3,2-c]pyridin-7-yl)piperazine-1-carboxylate